2-(pyridin-3-yl)propan-2-ol N1=CC(=CC=C1)C(C)(C)O